C1(=CC=CC=C1)C1(CC(=NO1)C(=O)O)C1=CC=CC=C1 5,5-diphenyl-4,5-dihydro-isoxazole-3-carboxylic acid